(4-(4-chloro-3-cyano-5-iodopyridin-2-yl)-3-methylbenzyl)-5-fluoro-2-methoxybenzamide ClC1=C(C(=NC=C1I)C1=C(C=C(CC=2C(=C(C(=O)N)C=C(C2)F)OC)C=C1)C)C#N